C(CCCCCCCC=CCCCCCCCC)(=O)OCCOCC(OCCO)C1OCC(C1OCCO)OCCO 2-[2-[3,4-Bis(2-hydroxyethoxy)oxolan-2-yl]-2-(2-hydroxyethoxy)ethoxy]ethyl octadec-9-enoate